6-{3-bromo-5-fluoro-4-[(Z)-4-hydroxy-2-butenyloxy]Phenyl}-5-methyl-4,5-dihydro-2H-pyridazine BrC=1C=C(C=C(C1OC\C=C/CO)F)C=1C(CCNN1)C